tris[2-(4-chloro-phenyl)-propyl]aluminum ClC1=CC=C(C=C1)C(C[Al](CC(C)C1=CC=C(C=C1)Cl)CC(C)C1=CC=C(C=C1)Cl)C